(S)-2-((4-((methylsulfonyl)oxy)-1-(trityloxy)butan-2-yl)oxy)ethyl methanesulfonate CS(=O)(=O)OCCO[C@H](COC(C1=CC=CC=C1)(C1=CC=CC=C1)C1=CC=CC=C1)CCOS(=O)(=O)C